methionine platinum [Pt].N[C@@H](CCSC)C(=O)O